tert-butyl (2S,6R)-4-(3-((6-((6-(5-chloro-2-fluorophenyl)-3-methylpyridazin-4-yl)amino)pyrimidin-4-yl)amino)-3-oxopropyl)-2,6-dimethylpiperazine-1-carboxylate ClC=1C=CC(=C(C1)C1=CC(=C(N=N1)C)NC1=CC(=NC=N1)NC(CCN1C[C@@H](N([C@@H](C1)C)C(=O)OC(C)(C)C)C)=O)F